BrC1=C(C=CC=C1)C1CCCCC1 bromocyclohexylbenzene